1-(4-methoxybenzyl)-5-nitro-1H-indole-3-carbonitrile COC1=CC=C(CN2C=C(C3=CC(=CC=C23)[N+](=O)[O-])C#N)C=C1